7-[(3-chloro-5-fluoro-phenyl)carbamoyl]-2-azaspiro[3.5]nonane-2-carboxylic acid tert-butyl ester C(C)(C)(C)OC(=O)N1CC2(C1)CCC(CC2)C(NC2=CC(=CC(=C2)F)Cl)=O